(2R,3R,4S,5R,6S)-2-(acetoxymethyl)-6-bromotetrahydro-2H-pyran-3,4,5-tri-yl triacetate C(C)(=O)O[C@@H]1[C@H](O[C@H]([C@@H]([C@H]1OC(C)=O)OC(C)=O)Br)COC(C)=O